NC1=NC2=C(C=3N1N=C(N3)C3=NC=CC=C3)C(=C(N2CCN2CCN(CC2)C2=CC=C(OCC(=O)O)C=C2)C(=O)OC)C 4-(4-(2-(5-amino-8-(methoxycarbonyl)-9-methyl-2-(pyridin-2-yl)-7H-pyrrolo[3,2-e][1,2,4]triazolo[1,5-c]pyrimidin-7-yl)ethyl)piperazin-1-yl)phenoxyacetic acid